(1R,5S)-1-(3,4-dichlorophenyl)-3-methyl-3-aza-bicyclo[3.1.0]hexane ClC=1C=C(C=CC1Cl)[C@@]12CN(C[C@H]2C1)C